ONCCO hydroxyl-beta-hydroxyethyl-amine